The molecule is a tricarboxylic acid trianion that is the conjugate base of 3-oxalomalic acid. It is a conjugate base of a 3-oxalomalic acid. C(C(C(=O)[O-])O)(C(=O)C(=O)[O-])C(=O)[O-]